2-[4-ethyl-6-(trifluoromethyl)pyrrolo[3,2-b]pyridin-2-yl]pyridine C(C)N1C=2C(=CC(=C1)C(F)(F)F)N=C(C2)C2=NC=CC=C2